COC1=CC=C(C=C1)CN1C(C(CCC1=O)N1C(N(C2=C1C=CC(=C2C)C2CCN(CC2)C(=O)OC(C)(C)C)C)=O)=O tert-butyl 4-[1-[1-[(4-methoxyphenyl)methyl]-2,6-dioxo-3-piperidyl]-3,4-dimethyl-2-oxo-benzimidazol-5-yl]piperidine-1-carboxylate